(S)-2-((2-((S)-2-(difluoromethyl)-6-oxopiperazin-1-yl)-5,6-dihydrobenzo[f]imidazo[1,2-d][1,4]oxazepin-9-yl)amino)propanamide FC([C@H]1N(C(CNC1)=O)C=1N=C2N(CCOC3=C2C=CC(=C3)N[C@H](C(=O)N)C)C1)F